ClC(C1=CC=C(C=C1)C=1N(C=C(N1)C(F)(F)F)C([2H])([2H])[2H])([2H])[2H] 2-{4-[chloro(2H2)methyl]phenyl}-1-(2H3)methyl-4-(trifluoromethyl)imidazole